CN1C(CC2=CC(=CC=C12)NC1=NC(=NC=C1C(=O)N)NC=1C=C2CCNCC2=CC1)=O 4-((1-methyl-2-oxoindolin-5-yl)amino)-2-((1,2,3,4-tetrahydroisoquinolin-6-yl)amino)pyrimidine-5-carboxamide